dimethyl 4-hydroxycyclopentane-1,2-dicarboxylate OC1CC(C(C1)C(=O)OC)C(=O)OC